(R)-3-(2-(4-chlorophenyl)-2-fluoroethyl)-5-((7-methyl-6-oxo-6H-purin-1(7H)-yl)methyl)-1,3,4-oxadiazol-2(3H)-one ClC1=CC=C(C=C1)[C@H](CN1C(OC(=N1)CN1C=NC=2N=CN(C2C1=O)C)=O)F